C(C)(C)(C)C=1OC=C(N1)C(=O)NC1CCCCC2=C1C=CC(=C2)C2=CC(=NC=C2)NC(=O)C2CC2 2-(tert-butyl)-N-(2-(2-(cyclopropanecarboxamido)pyridin-4-yl)-6,7,8,9-tetrahydro-5H-benzo[7]annulen-5-yl)oxazole-4-carboxamide